FC(C(=O)N)(C1=CC(=CC=C1)CN1CCN(CC1)C)F difluoro-2-(3-((4-methylpiperazin-1-yl)methyl)phenyl)acetamide